N-(4-((2-amino-3-((dimethyl-amino)methyl)pyridin-4-yl)oxy)-3-fluorophenyl)-1-(pyrimidin-2-yl)-5-(trifluoromethyl)-1H-pyrazole-4-carboxamide NC1=NC=CC(=C1CN(C)C)OC1=C(C=C(C=C1)NC(=O)C=1C=NN(C1C(F)(F)F)C1=NC=CC=N1)F